FC([C@@H](CC#N)N[C@@H]1CCCN2C(COC=3C=CC=C(C3C3CCC(OC[C@@H]12)CC3)F)=O)(F)F |o1:2| Rel-4,4,4-trifluoro-3-{[(1s,15R,16R,19s)-3-fluoro-10-oxo-8,18-dioxa-11-azatetracyclo[17.2.2.02,7.011,16]tricosa-2(7),3,5-trien-15-yl]amino}butanenitrile